5-chloro-2,4-dihydroxy-N-methyl-N-(3,4,5-trimethoxybenzyl)benzamide ClC=1C(=CC(=C(C(=O)N(CC2=CC(=C(C(=C2)OC)OC)OC)C)C1)O)O